C(C)(C)(C)OC(=O)N(C=1C(=NC=C(C1)C(F)F)C(=O)OC)C(=O)OC(C)(C)C methyl 3-(bis(tert-butoxycarbonyl)amino)-5-(difluoromethyl)picolinate